C(C1=CC=CC=C1)SC=1C=NC=CC1OC 3-(benzylthio)-4-methoxypyridine